CN(C1CCN(CC1)C1=C(C=C(C=N1)CC=1N=C2C(=NC(=NN2C1)OC(CCC)CCC)N)C)C ((6-(4-(dimethylamino)piperidin-1-yl)-5-methylpyridin-3-yl)methyl)-2-(heptan-4-yloxy)imidazo[2,1-f][1,2,4]triazin-4-amine